1-(6,7-dihydro-5H-benzo[6,7]cyclohepta[1,2-c]pyridazin-3-yl)-N3-(4-(4-methylpiperazin-1-ylprop-1-enyl)phenyl)-1H-1,2,4-triazole-3,5-diamine N1=NC(=CC2=C1C1=C(CCC2)C=CC=C1)N1N=C(N=C1N)NC1=CC=C(C=C1)C=CCN1CCN(CC1)C